tert-butyl 3-carbonylcyclobutane-1-carboxylate C(=O)=C1CC(C1)C(=O)OC(C)(C)C